C(C)[Si]([Si](C=C)(C=C)CC)(CC)CC tetraethyl-divinyl-disilane